C[C@H]([C@@H](C(=O)O)N)O L-2-amino-3-hydroxybutyrate